3-[5-(4-chlorophenyl)-2,3-dimethylisoxazolidin-3-yl]-pyridine ClC1=CC=C(C=C1)C1CC(N(O1)C)(C)C=1C=NC=CC1